5-(2,4-ditert-butoxypyrimidin-5-yl)-1-methyl-3-[(1S)-1-(5-fluoro-6-methyl-2-pyridyl)ethoxy]pyrazolo[3,4-c]pyridazine C(C)(C)(C)OC1=NC=C(C(=N1)OC(C)(C)C)C=1C=C2C(=NN1)N(N=C2O[C@@H](C)C2=NC(=C(C=C2)F)C)C